S(=O)(=O)(ON1C(C(C1=O)NC(C(C=1N=C(SC1)N)=NO[C@@H](COC=1C=[N+](N(C1)CCCN)C)C(=O)O)=O)(C)C)[O-] (2-(((S)-2-((1-(3-aminopropyl)-2-methyl-1H-pyrazol-2-ium-4-yl) oxy)-1-carboxyethoxy) imino)-2-(2-aminothiazol-4-yl) acetamido)-2,2-dimethyl-4-oxoazetidin-1-yl sulfate